(S)-2-(3-chlorophenyl)-2,2-difluoro-1-phenylethyl ((S)-1-(((S)-4-(ethylamino)-3,4-dioxo-1-((S)-2-oxopyrrolidin-3-yl)butan-2-yl)amino)-3-(1-methyl cyclobutyl)-1-oxopropan-2-yl)carbamate C(C)NC(C([C@H](C[C@H]1C(NCC1)=O)NC([C@H](CC1(CCC1)C)NC(O[C@H](C(F)(F)C1=CC(=CC=C1)Cl)C1=CC=CC=C1)=O)=O)=O)=O